O=C1NC(CCC1N1C(C2=CC=CC(=C2C1=O)NCCOCCOCCOCCC(=O)O)=O)=O 3-[2-[2-[2-[[2-(2,6-dioxo-3-piperidyl)-1,3-dioxo-isoindolin-4-yl]amino]ethoxy]ethoxy]ethoxy]propanoic acid